N-(1-(6-(1H-benzo[d]imidazol-2-yl)pyridinyl)piperidin-4-yl)-3-(imidazo[1,2-a]pyridine-2-yl)benzamide N1C(=NC2=C1C=CC=C2)C2=CC=CC(=N2)N2CCC(CC2)NC(C2=CC(=CC=C2)C=2N=C1N(C=CC=C1)C2)=O